N1=C(C=CC=C1)C=1C=C(N)C=CC1 3-(2-Pyridyl)aniline